C(CCC)C1(CN(C2=C(S(C1)(=O)=O)C=C(C(=C2)SC)CNC(C(=O)O)(C)C)C2=CC=CC=C2)CCCC 2-(((3,3-dibutyl-7-methylsulfanyl-1,1-dioxo-5-phenyl-2,3,4,5-tetrahydrobenzo[b][1,4]thiazepin-8-yl)methyl)amino)-2-methylpropionic acid